CN1C2=C(OC[C@@H](C1=O)NC(C(N[C@H](C)C1=CC=CC=C1)=O)=O)C=CC(=C2)C#CC[N+]2(CCOCC2)[O-] 4-(3-((S)-5-methyl-4-oxo-3-(2-oxo-2-(((R)-1-phenylethyl)amino)acetamido)-2,3,4,5-tetrahydrobenzo[b][1,4]oxazepin-7-yl)prop-2-yn-1-yl)morpholine 4-oxide